NC1=C(C(=O)NC23CC(C2)(C3)CO)C=C(C=N1)C1=CC=C(C=C1)[C@]13CN(C[C@@H]3C1)C(C)C 2-amino-N-(3-(hydroxymethyl)bicyclo[1.1.1]pent-1-yl)-5-(4-((1s,5r)-3-isopropyl-3-azabicyclo[3.1.0]hex-1-yl)phenyl)nicotinamide